COC1=C(C=CC=2SC=CC21)C2=C(C1=C(N=N2)N(CCC1)[C@H]1CN(CCC1)C)C (R)-3-(4-methoxybenzo[b]thiophen-5-yl)-4-methyl-8-(1-methylpiperidin-3-yl)-5,6,7,8-tetrahydropyrido[2,3-c]pyridazine